FC1=C(C=CC(=C1)F)C1=NC=NC2=NC(=CN=C12)C(=O)O 4-(2,4-difluorophenyl)pteridine-7-carboxylic acid